1,5,7-trimethyl-N-((4-methyl-2-phenyl-1,3-thiazol-5-yl)methyl)-4-oxo-4,5-dihydro-1H-pyrrolo[3,2-c]pyridine-3-carboxamide CN1C=C(C=2C(N(C=C(C21)C)C)=O)C(=O)NCC2=C(N=C(S2)C2=CC=CC=C2)C